2-chloro-4,6-bis-(di-n-butyl-amino)-[1,3,5]triazine ClC1=NC(=NC(=N1)N(CCCC)CCCC)N(CCCC)CCCC